4-(2-amino-1-((3,5-dicyano-6-(dimethylamino)-4-ethylpyridin-2-yl)thio)-2-oxoethyl)benzamide NC(C(SC1=NC(=C(C(=C1C#N)CC)C#N)N(C)C)C1=CC=C(C(=O)N)C=C1)=O